CN(S(=O)(=O)NC(CC1N(C(CC1)=O)CC1=CC(=CC=C1)F)=O)C N-(dimethylsulfamoyl)-2-[1-[(3-fluorophenyl)methyl]-5-oxopyrrolidin-2-yl]acetamide